C(C)(C)C1=C(C(=CC=C1)C(C)C)N1C(N(C=C1)C1=C(C=CC=C1C(C)C)C(C)C)=N[Si](C)(C)C 1,3-bis(2,6-diisopropylphenyl)-N-trimethylsilyl-imidazol-2-imine